2-Methyl-2-propanyl (3aS,4R,6aR)-4-hydroxyhexahydrocyclopenta[c]pyrrole-2(1H)-carboxylate Potassium carbonate C([O-])([O-])=O.[K+].O[C@@H]1CC[C@H]2CN(C[C@H]21)C(=O)OC(C)(C)C.[K+]